C(CC)N[C@@H]1CC2=C(N=C(S2)N)CC1 (S)-4,5,6,7-Tetrahydro-N6-propyl-2,6-benzothiazolediamine